C(C)C=1C=CC(=C(C1)S(=O)(=O)NC1=NOC2=C1C(=CC(=C2)CN2N=CC(=C2)CNC(C(=C)F)=O)OC)OCC(=O)N2CCOCC2 N-((1-((3-((5-ethyl-2-(2-morpholino-2-oxoethoxy)phenyl)sulfonamido)-4-methoxybenzo[d]isoxazol-6-yl)methyl)-1H-pyrazol-4-yl)methyl)-2-fluoroacrylamide